((2-oxopropionyl)oxy)-4-phenylbut-2-ynoic acid tert-butyl ester C(C)(C)(C)OC(C#CC(C1=CC=CC=C1)OC(C(C)=O)=O)=O